ethyl-diethylene glycol C(C)C(COCCO)O